COC=1C=C(C=CC1\N=N/C1=CC(=C(C=C1)[N+](=O)[O-])C)NC(C1=NC=CC=C1)=O (Z)-N-(3-Methoxy-4-((3-methyl-4-nitrophenyl)diazenyl)phenyl)picolinamide